3-Cyano-4-(2-((3-(2,6-dioxopiperidin-3-yl)-1-methyl-1H-indazol-7-yl)oxy)-acetamido)benzoic acid C(#N)C=1C=C(C(=O)O)C=CC1NC(COC=1C=CC=C2C(=NN(C12)C)C1C(NC(CC1)=O)=O)=O